C(C)(=O)OCC(C[C@H]1O[C@H]([C@@H]([C@H]1OCC1=CC=CC=C1)O)[C@@H]([C@H]1OC(C=CC1=O)CC=C)OC(C)=O)OC(C)=O 3-((2R,3R,4R,5R)-5-((1S)-acetoxy((2R)-6-allyl-3-oxo-3,6-dihydro-2H-pyran-2-yl)methyl)-3-(benzyloxy)-4-hydroxytetrahydrofuran-2-yl)propane-1,2-diyl diacetate